COC=1C(NC(C1)=O)=O 3-methoxypyrrole-2,5-dione